N-[5-[[2-bromo-6-chloro-4-[1,2,2,3,3,3-hexafluoro-1-(trifluoromethyl)prop-yl]phenyl]carbamoyl]-2-cyano-phenyl]-4-cyano-2-methyl-benzamide BrC1=C(C(=CC(=C1)C(C(C(F)(F)F)(F)F)(C(F)(F)F)F)Cl)NC(=O)C=1C=CC(=C(C1)NC(C1=C(C=C(C=C1)C#N)C)=O)C#N